7-fluoroindoline hydrochloride Cl.FC=1C=CC=C2CCNC12